CC1=CC=CC(=N1)C=1N=C2N(C1C1=CC(=NC=C1)C1=NC3=C(CN(CC3)S(=O)(=O)C)N1)CCC2 2-(4-(2-(6-methylpyridin-2-yl)-6,7-dihydro-5H-pyrrolo[1,2-a]imidazol-3-yl)pyridine-2-yl)-5-(methylsulfonyl)-4,5,6,7-tetrahydro-3H-imidazo[4,5-c]pyridine